1-(3-(3-(1H-imidazol-1-yl)quinoxaline-6-carbonyl)-2-fluorophenyl)-3-(3,4-difluorophenyl)urea N1(C=NC=C1)C=1C=NC2=CC=C(C=C2N1)C(=O)C=1C(=C(C=CC1)NC(=O)NC1=CC(=C(C=C1)F)F)F